3-ACETYL-4-FLUORO-BENZALDEHYDE C(C)(=O)C=1C=C(C=O)C=CC1F